C(C)C1=NC(=CC=C1NC1=NC=C(C(=N1)C1=CC=2S(CCOCC2S1)(=O)=O)C(F)(F)F)N1CCN(CCC1)CCO 7-(2-((2-ethyl-6-(4-(2-hydroxyethyl)-1,4-diazepan-1-yl)pyridin-3-yl)amino)-5-(trifluoromethyl)pyrimidin-4-yl)-2,3-dihydro-5H-thieno[3,2-e][1,4]oxathiepine 1,1-dioxide